NC=1C=C2C(CNC(C2=CC1Br)=O)(C)C 6-amino-7-bromo-4,4-dimethyl-2,3-dihydroisoquinolin-1-one